carbamic acid tert-amyl ester C(C)(C)(CC)OC(N)=O